N-((1-((2-(3,5-dichlorophenyl)-6-((5-(piperazin-1-yl)pyrazin-2-yl)oxy)pyridin-4-yl)methyl)piperidin-4-yl)methyl)acetamide ClC=1C=C(C=C(C1)Cl)C1=NC(=CC(=C1)CN1CCC(CC1)CNC(C)=O)OC1=NC=C(N=C1)N1CCNCC1